methyl 1-(methyl((2-oxo-4-(o-tolyl)-2H-chromen-7-yl)methyl)carbamoyl)piperidine-4-carboxylate CN(C(=O)N1CCC(CC1)C(=O)OC)CC1=CC=C2C(=CC(OC2=C1)=O)C1=C(C=CC=C1)C